NC1=NC(=NC=C1)C=1C(=NN(C1OCC[C@H](C)NC1=C(C=NC(=C1)Cl)C1=NC=C(C=C1)C(C)(C)O)C)C (S)-2-(4'-((4-((4-(4-Aminopyrimidin-2-yl)-1,3-dimethyl-1H-pyrazol-5-yl)oxy)butan-2-yl)amino)-6'-chloro-[2,3'-bipyridin]-5-yl)propan-2-ol